COCCOCCOCC(=O)[O-].[Ag+] silver(I) 2-[2-(2-methoxyethoxy)ethoxy]acetate